COC1CC(C1)C1=C(C(=NC=C1)C(=O)OC)N methyl 3-(3-trans-methoxy)cyclobutyl-amino-pyridine-2-carboxylate